[(1-Methylcyclohexyl)methyl]hydrazine Dihydrochloride Cl.Cl.CC1(CCCCC1)CNN